tert-butyl 5-[(tert-butyldimethylsilyl)oxy]-2-(2-fluoro-6-{3-[(3H3)methoxycarbonyl]azetidin-1-yl}pyridin-3-yl)-1H-indole-1-carboxylate [Si](C)(C)(C(C)(C)C)OC=1C=C2C=C(N(C2=CC1)C(=O)OC(C)(C)C)C=1C(=NC(=CC1)N1CC(C1)C(=O)OC([3H])([3H])[3H])F